N1=C(C(=CC=C1)C1=CC=NC=C1)OC=1C=C(C=C(C(=O)OC)C1)C(=O)OC Dimethyl 5-([3,4'-bipyridin]-2-yloxy)isophthalate